C1(CC1)N1C=C(N=CC1=O)[C@@H](C)N1C(C=2N([C@@H](C1)C)N=C1C2CN([C@@H](C1)C)C(C1=CC(=C(C=C1)Cl)Cl)=O)=O |o1:10| (3R,7R)-9-((R*)-1-(4-cyclopropyl-5-oxo-4,5-dihydropyrazin-2-yl)ethyl)-2-(3,4-dichlorobenzoyl)-3,7-dimethyl-1,2,3,4,8,9-hexahydropyrido[4',3':3,4]pyrazolo[1,5-a]pyrazin-10(7H)-one